(E)-N-(2,3-dihydro-1H-inden-1-yl)-3-(5-fluoro-1H-benzo[d][1,2,3]triazol-6-yl)acrylamide 2-ethylhexyl-2-(2-((butoxycarbonyl)amino)phenyl)-2-phenylacetate C(C)C(COC(C(C1=CC=CC=C1)C1=C(C=CC=C1)NC(=O)OCCCC)=O)CCCC.C1(CCC2=CC=CC=C12)NC(\C=C\C=1C(=CC2=C(NN=N2)C1)F)=O